(dimethyl vinylsilyl) silicate [Si](O[SiH2]C=C(C)C)([O-])([O-])[O-]